4,5,6,7-tetrahydro-1H-indole-2-carboxylic acid N1C(=CC=2CCCCC12)C(=O)O